Tetraethyleneglycol dimethyl ether COCCOCCOCCOCCOC